5-methylbenzothiophene-2-carboxylic acid methyl ester COC(=O)C=1SC2=C(C1)C=C(C=C2)C